N-(3-methyl-1-(2-(1-methylpiperidin-4-yl)ethyl)-1H-indazol-6-yl)-4-(4-methylpiperazin-1-yl)-2-nitrobenzamide CC1=NN(C2=CC(=CC=C12)NC(C1=C(C=C(C=C1)N1CCN(CC1)C)[N+](=O)[O-])=O)CCC1CCN(CC1)C